OC[C@H]1NC[C@@H]([C@H]([C@H]1O)O)O (2R,3S,4R,5S)-2-(hydroxymethyl)piperidine-3,4,5-triol